C(C1CO1)C(C1=C(C=CC=C1O)N)(CC1CO1)CC1CO1 triglycidyl-aminocresol